C1CCC2=C(C=3CCCC3C=C12)NC(=O)N=[S@@](=O)(N)C1=CC=C(C=C1)C(C)(C)OC (S)-N'-((1,2,3,5,6,7-hexahydro-s-indacen-4-yl)carbamoyl)-4-(2-meth-oxypropan-2-yl)benzene-sulfonimidamide